3'-((8-chloro-[1,2,4]triazolo[4,3-a]quinazolin-5-yl)(methyl)amino)-[1,1'-biphenyl]-4-carboxamide ClC1=CC=C2C(=NC=3N(C2=C1)C=NN3)N(C=3C=C(C=CC3)C3=CC=C(C=C3)C(=O)N)C